N-(7-methoxy-4-phenyl-1H-1,3-benzodiazol-2-yl)imidazo[1,2-a]pyrimidine-3-carboxamide COC1=CC=C(C2=C1NC(=N2)NC(=O)C2=CN=C1N2C=CC=N1)C1=CC=CC=C1